NC12NC(C(CC1)(CC2)C(=O)NCC2=NC=C(C=C2)C(F)(F)F)=O 1-amino-3-oxo-N-((5-(trifluoromethyl)pyridin-2-yl)methyl)-2-azabicyclo[2.2.2]octane-4-carboxamide